2-((4-fluoro-2-methylphenyl)-amino)benzoic acid FC1=CC(=C(C=C1)NC1=C(C(=O)O)C=CC=C1)C